(4S)-N-{[(2R)-1,4-dioxan-2-yl]methyl}-4-methyl-2-{[1-(1-methylcyclopropane-1-carbonyl)piperidin-4-yl]methyl}-8-(trifluoromethyl)-4,5-dihydro-2H-furo[2,3-g]indazole-7-carboxamide O1[C@@H](COCC1)CNC(=O)C1=C(C2=C(C[C@@H](C3=CN(N=C23)CC2CCN(CC2)C(=O)C2(CC2)C)C)O1)C(F)(F)F